(Methacryloxymethyl)methyl-diethoxysilane C(C(=C)C)(=O)OC[Si](OCC)(OCC)C